ClCC(=O)O.ON1C(CCC1=O)=O N-hydroxysuccinimide chloroacetate